BrC1=CC(=C(C=O)C(=C1)CC)CC 4-bromo-2,6-diethylbenzaldehyde